Cl.Cl.CN1CCC(CC1)C(=O)NC1=NNC2=CC=C(C=C12)C=1C=NC=CC1 1-Methyl-N-[5-(pyridin-3-yl)-1H-indazol-3-yl]piperidine-4-carboxamide dihydrochloride